N-(3-(6-amino-5-(((2R,3S)-3-methoxypyrrolidin-2-yl)methoxy)pyrimidin-4-yl)-5-fluoro-2-methylphenyl)-4-cyclopropyl-2-fluorobenzamide NC1=C(C(=NC=N1)C=1C(=C(C=C(C1)F)NC(C1=C(C=C(C=C1)C1CC1)F)=O)C)OC[C@H]1NCC[C@@H]1OC